8-acetyl-2-(5-fluoro-1,3-dihydroisoindol-2-yl)-3,6-dimethylquinazolin-4-one C(C)(=O)C=1C=C(C=C2C(N(C(=NC12)N1CC2=CC=C(C=C2C1)F)C)=O)C